4-chloro-7-(1,2,3-triazol-2-yl)-1H-indazole ClC1=C2C=NNC2=C(C=C1)N1N=CC=N1